methyl 2'-((4,4-difluorocyclohexyl)amino)-6'-(3-methyl-1H-pyrazol-1-yl)-3,6-dihydro-[4,4'-bipyridine]-1(2H)-carboxylate FC1(CCC(CC1)NC1=NC(=CC(=C1)C=1CCN(CC1)C(=O)OC)N1N=C(C=C1)C)F